4-(2,2-difluoropropyl)-2-oxo-pyrrolidine-1-carboxylic acid tert-butyl ester C(C)(C)(C)OC(=O)N1C(CC(C1)CC(C)(F)F)=O